(2-((4-(((2-(ethyl(methyl)amino)ethyl)carbamoyl)oxy)dodecanoyl)oxy)propane-1,3-diyl) di(nonanedioate) C(CCCCCCCC(=O)[O-])(=O)OCC(COC(CCCCCCCC(=O)[O-])=O)OC(CCC(CCCCCCCC)OC(NCCN(C)CC)=O)=O